COC(=O)C1CCC(CC1)N1N=C(C(=C1)N)C.FC1(CCN(CC1)C1CC(N(CC1)C(=O)NCCCCC1=CC=CC=C1)(C)C)F 4-(4,4-difluoro-1-piperidinyl)-2,2-dimethyl-N-(4-phenylbutyl)piperidine-1-carboxamide methyl-(1R,4R)-4-(4-amino-3-methyl-1H-pyrazol-1-yl)cyclohexane-1-carboxylate